1-(2-pyridyl)-2-methyl-1-propylamine N1=C(C=CC=C1)C(C(C)C)N